[I-].C[N+](N)(C)C 1,1,1-trimethylhydrazinium iodide